N-[4-({7-[(Cyclopentylcarbamoyl)amino]-5-ethynylpyrido[2,3-d]pyrimidin-2-yl}amino)phenyl]-2-(dimethylamino)-N-methylacetamide C1(CCCC1)NC(=O)NC=1C=C(C2=C(N=C(N=C2)NC2=CC=C(C=C2)N(C(CN(C)C)=O)C)N1)C#C